COC1=CC(=C2C=NNC2=C1)C=1N=NN(C1)CC1=CC=C(N=N1)N1C[C@@H](CCC1)N (3R)-1-(6-((4-(6-methoxy-1H-indazol-4-yl)-1H-1,2,3-triazol-1-yl)methyl)pyridazin-3-yl)piperidin-3-amine